C1(CCCCC1)N1C(SCC(C1)(C)C)=N 3-Cyclohexyl-5,5-dimethyl-1,3-thiazinan-2-imin